CC=1C=C2C(=CC(=NC2=CC1)C(F)(F)F)N[C@@H]1C[C@@H](CCC1)NC(C1=C(C=CC=C1)NC)=O N-[(1R,3S)-3-{[6-methyl-2-(trifluoromethyl)quinolin-4-yl]amino}cyclohexyl]-2-(methylamino)benzamide